Benzyl (4-((tert-butoxycarbonyl)amino)benzyl)(phenyl)carbamate C(C)(C)(C)OC(=O)NC1=CC=C(CN(C(OCC2=CC=CC=C2)=O)C2=CC=CC=C2)C=C1